2-[(2-methyl-1-oxo-2-propen-1-yl)oxy]ethyl 6-hydroxy-hexanoate OCCCCCC(=O)OCCOC(C(=C)C)=O